2-oxa-8-azaspiro[4.5]decane-4-amine C1OCC(C12CCNCC2)N